(S)-4-AMINOHEX-5-ENOIC ACID N[C@@H](CCC(=O)O)C=C